C(C1=CC=CC=C1)C(C)(C)O benzyl-isopropanol